Benzyl (6-bromo-6-(3-bromophenyl)-2,2-dimethylhexyl)(methyl)carbamate BrC(CCCC(CN(C(OCC1=CC=CC=C1)=O)C)(C)C)C1=CC(=CC=C1)Br